5-amino-6-(3-methoxy-2,6-dimethylphenyl)-[2,4'-bipyridine]-4-carboxamide NC=1C(=CC(=NC1C1=C(C(=CC=C1C)OC)C)C1=CC=NC=C1)C(=O)N